[N+](=O)([O-])C=1N=C2OC[C@H](CN2C1)NC(CC(=O)O)=O (S)-3-((2-nitro-6,7-dihydro-5H-imidazo[2,1-b][1,3]oxazin-6-yl)amino)-3-oxopropionic acid